1-(oxan-2-yl)indazol-6-amine O1C(CCCC1)N1N=CC2=CC=C(C=C12)N